NC1=NN2C(C=C(C=C2)C=2C=C(C(=O)N[C@H](C)C3=C(C=CC(=C3)OC(F)(F)F)F)C(=CN2)OC)=N1 (R)-2-(2-amino-[1,2,4]triazolo[1,5-a]pyridin-7-yl)-N-(1-(2-fluoro-5-(trifluoromethoxy)phenyl)ethyl)-5-methoxyisonicotinamide